OCCOC=1C2=CC=CC=C2C=2C=C(C=CC2C1)C1(C2=CC(=CC=C2C=2C=CC(=CC12)C1=CC2=CC=CC=C2C=C1)C1=CC2=CC=CC=C2C=C1)C=1C=CC=2C=C(C3=CC=CC=C3C2C1)OCCO 9,9-bis[9-(2-hydroxyethoxy)-3-phenanthryl]-2,7-di(2-naphthyl)fluorene